Cl.FC1(C[C@@H](CC1)N)F (1R)-3,3-difluorocyclopentylamine hydrochloride